(S)-4-(7-(3-chlorophenyl)-5-((R)-2-(hydroxymethyl)pyrrolidin-1-yl)-7H-pyrrolo[2,3-d]pyrimidin-4-yl)-3-methylpiperazine-1-carboxylic acid tert-butyl ester C(C)(C)(C)OC(=O)N1C[C@@H](N(CC1)C=1C2=C(N=CN1)N(C=C2N2[C@H](CCC2)CO)C2=CC(=CC=C2)Cl)C